The molecule is a cyclic dicarboxylic anhydride that is the cyclic anhydride of hexahydrophthalic acid. It has a role as an allergen. It is a cyclic dicarboxylic anhydride and a tetrahydrofurandione. C1CCC2C(C1)C(=O)OC2=O